COCCOC=1C=C2C(=NC=NC2=CC1OCCOC)OC1=C(C=C(C=C1)C1C=2N(CCC1)N(C(C2C(=O)N)=O)C2=CC=CC=C2)Cl (4-((6,7-bis(2-methoxyethoxy)quinazolin-4-yl)oxy)-3-chlorophenyl)-2-oxo-1-phenyl-1,2,4,5,6,7-hexahydropyrazolo[1,5-a]pyridine-3-carboxamide